5-(2-(2-fluoro-2-methylpropyl)oxazol-5-yl)-6-(2-methylimidazo[1,2-a]pyridin-7-yl)picolinonitrile FC(CC=1OC(=CN1)C=1C=CC(=NC1C1=CC=2N(C=C1)C=C(N2)C)C#N)(C)C